1,1,1-trifluoro-N-(4-{9-hydroxy-5-methyl-8-oxo-4-thia-2,12-diazatricyclo[7.3.0.03,7]dodeca-1,3(7),5-trien-12-yl}phenyl)methansulfonamide FC(S(=O)(=O)NC1=CC=C(C=C1)N1CCC2(C(C=3C=C(SC3N=C12)C)=O)O)(F)F